Isopropyl ((R)-((2-aminoethyl)thio)(phenoxy)phosphoryl)-L-alaninate fumarate C(\C=C\C(=O)O)(=O)O.NCCS[P@](=O)(OC1=CC=CC=C1)N[C@@H](C)C(=O)OC(C)C